5-Bromo-2,7-dimethyl-3-phenylisoquinolin-1-one BrC1=C2C=C(N(C(C2=CC(=C1)C)=O)C)C1=CC=CC=C1